CC1=CC2=C(C3=CC(=CC=C3C(=C2C=C1)OC(=O)OCC)C)OC(=O)OCC 2,7-dimethyl-9,10-bis(ethoxycarbonyloxy)anthracene